1-(3-acetyl-6-chloro-2-pyridinyl)-3-(trifluoromethyl)-6,7-dihydro-4H-pyrazolo[4,3-c]pyridine-5-carboxylic acid tert-butyl ester C(C)(C)(C)OC(=O)N1CC2=C(CC1)N(N=C2C(F)(F)F)C2=NC(=CC=C2C(C)=O)Cl